8-fluoro-2-(((2R,7aS)-2-fluorotetrahydro-1H-pyrrolizin-7a(5H)-yl)methoxy)-4-(methyl(1-methylcyclopropyl)amino)pyrido[4,3-d]pyrimidin FC1=CN=CC2=C1N=C(N=C2N(C2(CC2)C)C)OC[C@]21CCCN1C[C@@H](C2)F